monopotassium (-)-hydroxycitrate OC(C(=O)[O-])C(O)(C(=O)O)CC(=O)O.[K+]